O[C@H]1[C@H]2[C@@H]3CCC([C@@]3(C)CC[C@@H]2[C@]2(CCCCC2C1)C)=O 7alpha-hydroxyandrostane-17-one